1-isopropyl-1H-benzimidazole-2-thione C(C)(C)N1C(NC2=C1C=CC=C2)=S